N-[(1S)-5-[2-(2-aminopyridin-3-yl)-5-methylimidazo[4,5-b]pyridin-3-yl]-2,3-dihydro-1H-inden-1-yl]-4-acetamido-3-formylbenzamide NC1=NC=CC=C1C1=NC=2C(=NC(=CC2)C)N1C=1C=C2CC[C@@H](C2=CC1)NC(C1=CC(=C(C=C1)NC(C)=O)C=O)=O